1,3-di-tert-butylbenzimidazole chloride [Cl-].C(C)(C)(C)N1CN(C2=C1C=CC=C2)C(C)(C)C